2-[2-(2,2-difluoroethoxy)phenyl]-N-[4-(2-hydroxypropan-2-yl)phenyl]-6-methyl-3-oxo-2,3-dihydropyridazine-4-carboxamide FC(COC1=C(C=CC=C1)N1N=C(C=C(C1=O)C(=O)NC1=CC=C(C=C1)C(C)(C)O)C)F